[(4S)-7-chloro-6-(3-fluoro-2-pyridyl)-4-methyl-8-(trifluoromethyl)-4H-[1,2,4]triazolo[1,5-a][1,4]benzodiazepin-2-yl]-[3-(difluoromethoxy)azetidin-1-yl]methanone ClC1=C(C=CC2=C1C(=N[C@H](C=1N2N=C(N1)C(=O)N1CC(C1)OC(F)F)C)C1=NC=CC=C1F)C(F)(F)F